C(C)(C)(C)OC(=O)N1CCC=2C3=C(C(NC2C1)=O)C=C(C(=C3)F)F 8,9-difluoro-6-oxo-1,4,5,6-tetrahydrobenzo[c][1,7]Naphthyridine-3(2H)-carboxylic acid tert-butyl ester